N1C=NC2=C1C=CC=C2OC[C@]2([C@@H](CN(CC2)C2=C(C=C(C=C2F)Cl)F)O)O (3r,4r)-4-(1H-benzimidazol-4-yloxymethyl)-1-(4-chloro-2,6-difluorophenyl)piperidine-3,4-diol